1-(diethoxymethyl-silyl)-1-(triethoxysilyl)methane C(C)OC(OCC)[SiH2]C[Si](OCC)(OCC)OCC